COC(C(N1C(NCC1=O)=O)C1=CC(=C(C=C1)Br)F)=O 2-(4-bromo-3-fluorophenyl)-2-(2,5-dioxoimidazolidin-1-yl)acetic acid methyl ester